1,2-bis(2-pyridyl)ethane N1=C(C=CC=C1)CCC1=NC=CC=C1